1-hydroxy-2-phenoxyethane OCCOC1=CC=CC=C1